tert-Butyl 4-(4-bromo-2,6-difluorophenyl)piperidine-1-carboxylate BrC1=CC(=C(C(=C1)F)C1CCN(CC1)C(=O)OC(C)(C)C)F